5-((4-methoxyphenyl)thio)-2-phenyl-benzofuran-6-ol COC1=CC=C(C=C1)SC=1C(=CC2=C(C=C(O2)C2=CC=CC=C2)C1)O